O=P1(CCCC1)Cl 1-oxo-1-chlorophospholane